6-(2-amino-6-fluoro-5-(4-((1R,5S)-3-(oxetan-3-yl)-3-azabicyclo[3.1.0]hexan-1-yl)phenyl)pyridin-3-yl)-3,4-dihydroisoquinolin-1(2H)-one NC1=NC(=C(C=C1C=1C=C2CCNC(C2=CC1)=O)C1=CC=C(C=C1)[C@@]12CN(C[C@H]2C1)C1COC1)F